C1-(2,5-difluorophenyl)-1-oxopent-4-yn-2-ylcarbamate FC1=C(C=C(C=C1)F)C(C(CC#C)NC([O-])=O)=O